8-bromo-2,4-dimethyl-N-[(1S)-1,2,3,4-tetrahydronaphthalen-1-yl]-4H-chromen-3-carboxamide BrC=1C=CC=C2C(C(=C(OC12)C)C(=O)N[C@H]1CCCC2=CC=CC=C12)C